trans-N-(8-(diphenylmethyleneamino)-6-(4-methoxypyridin-3-yl)isoquinolin-3-yl)-2-fluorocyclopropanecarboxamide C1(=CC=CC=C1)C(C1=CC=CC=C1)=NC=1C=C(C=C2C=C(N=CC12)NC(=O)[C@H]1[C@@H](C1)F)C=1C=NC=CC1OC